N[C@H]1CCC2=CC(=CC=C12)N1C(=NC=2C1=NC(=CC2)C=2SC(=NN2)C2CC2)C=2C(=NC=CC2)N (S)-3-(3-(1-amino-2,3-dihydro-1H-inden-5-yl)-5-(5-cyclopropyl-1,3,4-thiadiazol-2-yl)-3H-imidazo[4,5-b]pyridin-2-yl)pyridin-2-amine